C1(CC1)C1=NNC(=C1)C(=O)NCC=1SC(=NN1)C1=CC=CC=C1 3-cyclopropyl-N-[(5-phenyl-1,3,4-thiadiazol-2-yl)methyl]-1H-pyrazole-5-carboxamide